ClC1=CC=C2C(=CNC2=C1F)\C=C\1/NC(N(C1=O)C(C(=O)NCCO)C1=CC(=C(C=C1)F)F)=O (Z)-2-(4-((6-chloro-7-fluoro-1H-indol-3-yl)methylene)-2,5-dioxoimidazolidin-1-yl)-2-(3,4-difluorophenyl)-N-(2-hydroxyethyl)acetamide